NC=1N=NC(=CC1N1CCC(CC1)(C(=O)N1CC2(C1)CCN(CC2)C(=O)OC(C)(C)C)C2=CC=CC=C2)Cl tert-butyl 2-(1-(3-amino-6-chloropyridazin-4-yl)-4-phenylpiperidine-4-carbonyl)-2,7-diazaspiro[3.5]nonane-7-carboxylate